C(C[C@@](O)(C)CCO)(=O)O.C(C[C@@](O)(C)CCO)(=O)O mevalonic acid (mevalonate)